2,4-dichloro-6-trifluoromethyl-nicotinonitrile ClC1=C(C#N)C(=CC(=N1)C(F)(F)F)Cl